C(CCCCCCC\C=C/CCCCCCCC)NC(CCCCCCCCCCCCCCCCC)=O N-oleylstearamide